CC1=C(C(=O)NC2CS(C2)=O)C=CC=C1 2-methyl-N-(trans-1-oxo-3-thietanyl)benzamide